4-(((6-((1R,5S,6r)-3-azabicyclo[3.1.0]hexan-6-yl)pyridin-2-yl)oxy)methyl)-3-fluorobenzonitrile [C@H]12CNC[C@@H]2C1C1=CC=CC(=N1)OCC1=C(C=C(C#N)C=C1)F